Dioctyloctyl phosphonate P(OC(CCCCCCC)(CCCCCCCC)CCCCCCCC)([O-])=O